N-(2-((2,5-dichloropyrimidin-4-yl)amino)phenyl)methylsulfonamide ClC1=NC=C(C(=N1)NC1=C(C=CC=C1)CNS(=O)=O)Cl